3-hydroxy-5-Methylbenzoic acid OC=1C=C(C(=O)O)C=C(C1)C